tert-butyl 2-(4-[3-cyano-4-methoxypyrazolo[1,5-a]pyridin-6-yl]-5-methylpyrazol-1-yl)-7-azaspiro[3.5]nonane-7-carboxylate C(#N)C=1C=NN2C1C(=CC(=C2)C=2C=NN(C2C)C2CC1(C2)CCN(CC1)C(=O)OC(C)(C)C)OC